(2S,4R)-methyl-((S)-2-(4-cyclopropyl-1H-1,2,3-triazol-1-yl)-3,3-dimethylbutanoyl)-4-hydroxypyrrolidine-2-carboxylate C[C@@]1(N(C[C@@H](C1)O)C([C@H](C(C)(C)C)N1N=NC(=C1)C1CC1)=O)C(=O)[O-]